5-carbamoyl-7-(5-chloro-2-(2-(5-cyano-2-methyl-4-oxo-7-(trifluoromethyl)quinazolin-3(4H)-yl)ethoxy)phenyl)thieno[3,2-b]pyridine-3-carboxylic acid C(N)(=O)C1=CC(=C2C(=N1)C(=CS2)C(=O)O)C2=C(C=CC(=C2)Cl)OCCN2C(=NC1=CC(=CC(=C1C2=O)C#N)C(F)(F)F)C